FC1=C2C3C=CC(C2=CC=C1F)O3 5,6-Difluoro-1,4-dihydro-1,4-epoxynaphthalene